(R)-1-(5-(8-methyl-8-phenyl-7,8-dihydro-6H-pyrrolo[2',1':2,3]imidazo[4,5-b]pyridin-2-yl)pyrimidin-2-yl)piperidin-4-ol C[C@@]1(CCC2=NC=3C(=NC(=CC3)C=3C=NC(=NC3)N3CCC(CC3)O)N21)C2=CC=CC=C2